C(C)N1CC2(CN(C2)C=2C=CC(=NC2)NC2=NC=C(C(=N2)C=2C=C3C4(CN(C(C3=CC2)=O)C)CCCC4)F)C1 6'-(2-((5-(6-Ethyl-2,6-diazaspiro[3.3]heptan-2-yl)pyridin-2-yl)amino)-5-fluoropyrimidin-4-yl)-2'-methyl-2',3'-dihydro-1'H-spiro[cyclopentane-1,4'-isoquinolin]-1'-one